2-((2-((3,5-di-tert-butyl-4-hydroxyphenyl)thio)propan-2-yl)thio)acetic acid C(C)(C)(C)C=1C=C(C=C(C1O)C(C)(C)C)SC(C)(C)SCC(=O)O